Ethyl-7-((7-methyl-6-azaspiro[3.4]octan-6-yl)sulfonyl)-3,4-dihydroisoquinoline C(C)C1=NCCC2=CC=C(C=C12)S(=O)(=O)N1CC2(CCC2)CC1C